bis[2-(dimethylamino)ethyl]-N,N'-dimethylethylenediamine CN(CCN(CCN(C)CCN(C)C)C)C